1,3,4,6-O-tetranonanoyl-sorbitol C(CCCCCCCC)(=O)C(O)[C@H](O)[C@@](O)([C@](O)([C@H](O)COC(CCCCCCCC)=O)C(CCCCCCCC)=O)C(CCCCCCCC)=O